The molecule is a quarternary ammonium chloride salt in which the cation has four ethyl substituents around the central nitrogen. It has a role as a potassium channel blocker. It is a quaternary ammonium salt and an organic chloride salt. It contains a tetraethylammonium. CC[N+](CC)(CC)CC.[Cl-]